(rac)-N-((3S,4S)-3-fluoropiperidin-4-yl)-2-(3-((2-methoxy-4-(methylsulfonyl)phenyl)amino)prop-1-yn-1-yl)-1-(2,2,2-trifluoroethyl)-1H-indol-4-amine F[C@H]1CNCC[C@@H]1NC=1C=2C=C(N(C2C=CC1)CC(F)(F)F)C#CCNC1=C(C=C(C=C1)S(=O)(=O)C)OC |r|